ethyl (2S)-1-[5-[[5-(1H-benzimidazol-2-yl)-1H-pyrazol-3-yl]carbamoyl]-2-pyridyl]pyrrolidine-2-carboxylate N1C(=NC2=C1C=CC=C2)C2=CC(=NN2)NC(=O)C=2C=CC(=NC2)N2[C@@H](CCC2)C(=O)OCC